BrC1=C(C(=O)OC)C=C(C=C1C)NC1=NC=C(C(=N1)N[C@@H]1COCC[C@H]1C#N)C methyl 2-bromo-5-((4-(((trans)-4-cyanotetrahydro-2H-pyran-3-yl) amino)-5-methylpyrimidin-2-yl) amino)-3-methylbenzoate